FC1(CCN(CC1)CC1=C(C=C(C=C1)F)F)CC1CC2=C(S1(=O)=O)C=C(C(=C2)OC)OC ((4-fluoro-1-(2,4-difluorobenzyl)piperidin-4-yl)methyl)-5,6-dimethoxy-2,3-dihydrobenzo[b]thiophene 1,1-dioxide